1-[2-acryloxyethyl]-3-butylimidazolium C(C=C)(=O)OCCN1C=[N+](C=C1)CCCC